CC(C(=O)[O-])CCCC(=O)[O-] 2-methylhexanedioate